3-[4-(trifluoromethylsulfonyl)phenyl]azetidine-1-carboxylic acid tert-butyl ester C(C)(C)(C)OC(=O)N1CC(C1)C1=CC=C(C=C1)S(=O)(=O)C(F)(F)F